butyl (2S,4S)-4-((1-methyl-1H-pyrazol-3-yl)amino)-2-phenylpiperidine-1-carboxylate CN1N=C(C=C1)N[C@@H]1C[C@H](N(CC1)C(=O)OCCCC)C1=CC=CC=C1